tert-butyl (2R)-2-methyl-3,5-dioxo-pyrrolidine-1-carboxylate C[C@H]1N(C(CC1=O)=O)C(=O)OC(C)(C)C